C(C)(C)(C)OC(N[C@H](CO)C)=O (S)-tert-butyl-1-hydroxypropan-2-ylcarbamate